FC=1C=C(C=CC1)C=1N=NN(C1)C1=CC=CC2=CC=CC=C12 4-(4-(3-fluorophenyl)-1H-1,2,3-triazol-1-yl)naphthalene